N8-benzyl-3-cyclopropyl-N6-(2-(morpholin-2-yl)ethyl)imidazo[1,2-b]pyridazine-6,8-diamine formate C(=O)O.C(C1=CC=CC=C1)NC=1C=2N(N=C(C1)NCCC1CNCCO1)C(=CN2)C2CC2